N-[(1S)-5-amino-2,3-dihydro-1H-inden-1-yl]acetamide NC=1C=C2CC[C@@H](C2=CC1)NC(C)=O